(2S,2'S)-1,1'-(dodecane-1,12-diylbis(azanediyl))bis(3-methyl-1-oxobutane-2,1-diyl)diisonicotinamide C(CCCCCCCCCCCN[C@H](C(=O)N1CC=C(C(=O)N)C=C1)C(C)C)N[C@H](C(=O)N1CC=C(C(=O)N)C=C1)C(C)C